tert-butyl 3-[(1E)-3-ethoxy-3-oxoprop-1-en-1-yl]-3-fluoroazetidine-1-carboxylate C(C)OC(/C=C/C1(CN(C1)C(=O)OC(C)(C)C)F)=O